1-(4-amino-2-butyl-7-fluoro-1H-imidazo[4,5-c]quinolin-1-yl)-2-methylpropan-2-ol NC1=NC=2C=C(C=CC2C2=C1N=C(N2CC(C)(O)C)CCCC)F